N1(C(C=CC1)C(=O)OC)C(=O)OC(C)(C)C 1-tert-Butyl 2-methyl 1H-pyrrole-1,2(2H,5H)-dicarboxylate